OC[C@H]1[C@H]([C@H]2[C@@H]3CCC([C@@]3(C)CC[C@@H]2[C@]2(CCCCC12)C)=O)O 6alpha-hydroxymethyl-7alpha-hydroxyandrostane-17-one